(6-cyclopropyl-8-morpholinoimidazo[1,2-a]pyridin-2-yl)methanamine C1(CC1)C=1C=C(C=2N(C1)C=C(N2)CN)N2CCOCC2